2-(5,6-Difluoro-2-oxo-1,4-dihydroquinazolin-3(2H)-yl)-N-(1-(5-methylpyridazin-4-yl)ethyl)acetamide FC1=C2CN(C(NC2=CC=C1F)=O)CC(=O)NC(C)C1=CN=NC=C1C